N-[3-[5,7-difluoro-2-(4-fluorophenyl)-1H-indol-3-yl]-2,2-difluoro-propyl]acetamide FC=1C=C2C(=C(NC2=C(C1)F)C1=CC=C(C=C1)F)CC(CNC(C)=O)(F)F